N-{2-Chloro-4-[(5-chloro-thiophen-2-ylmethyl)-(methyl)amino]-phenyl}-2-(4-chlorophenyl)-propionamide ClC1=C(C=CC(=C1)N(C)CC=1SC(=CC1)Cl)NC(C(C)C1=CC=C(C=C1)Cl)=O